6-(2,2'-dichloro-3'-(6-methoxy-5-((6-oxo-2,5-diazaspiro[3.4]oct-2-yl)methyl)pyridin-2-yl)-[1,1'-biphenyl]-3-yl)-2-methoxynicotinaldehyde ClC1=C(C=CC=C1C1=NC(=C(C=O)C=C1)OC)C1=C(C(=CC=C1)C1=NC(=C(C=C1)CN1CC2(C1)NC(CC2)=O)OC)Cl